C(CCCCCCC)N(C(CCCC[Si](OCC)(OCC)OCC)=O)CCCCCCCC N,N-dioctyl-5-(triethoxysilyl)pentanamide